COC=C[Si](OC)(OC)OC (2-methoxyvinyl)trimethoxysilane